ClC1=C(C=CC=C1)CN1N=C(C=C1C=1SC=CN1)COC(C(=O)O)(C)C 2-([1-[(2-Chlorophenyl)methyl]-5-thiazol-2-yl-1H-pyrazol-3-yl]methoxy)-2-methylpropanoic acid